3-{[4-([amino(imino)methyl]aminosulfonyl)anilino]methylene}-2-oxo-2,3-dihydro-1H-indole NC(=N)NS(=O)(=O)C1=CC=C(NC=C2C(NC3=CC=CC=C23)=O)C=C1